OC(CN1C(=NC2=C(C1=O)C=C(N=C2)C2=NC=C(C=C2)C(F)(F)F)N2C=NC=C2)(C)C 3-(2-hydroxy-2-methylpropyl)-2-(1H-imidazol-1-yl)-6-(5-(trifluoromethyl)pyridin-2-yl)pyrido[3,4-d]pyrimidin-4(3H)-one